C(C=1C(N)=CC=CC1)(=O)[O-] Anthranilat